OCC(C=O)(CO)CO 3-hydroxy-2,2-bis(hydroxymethyl)-propionaldehyde